4,7,13,21-tetramethyl-16,24-bis(2-(4,4,5,5-tetramethyl-1,3,2-dioxaborolan-2-yl)benzyl)-1,4,7,10,13,16,21,24-octaazabicyclo[8.8.8]hexacosane CN1CCN2CCN(CCN(CCN(CCN(CC1)C)CCN(CCN(CC2)C)CC2=C(C=CC=C2)B2OC(C(O2)(C)C)(C)C)C)CC2=C(C=CC=C2)B2OC(C(O2)(C)C)(C)C